4-Hydroxypyridine-3-sulfonic acid OC1=C(C=NC=C1)S(=O)(=O)O